C1(=CC=CC=C1)SC1=CC=2C(=NOC2C(=O)O)C=C1 5-(phenylthio)benzo[c]isoxazole-3-carboxylic acid